C1(CCCCC1)C(C(=O)[O-])(C1=CC=CC=C1)O 2-cyclohexyl-2-hydroxy-2-phenyl-ethanoate